benzyl (1-(2,5-dimethoxy-4-(5,5,5-trifluoropentyl)phenyl)butan-2-yl)carbamate COC1=C(C=C(C(=C1)CCCCC(F)(F)F)OC)CC(CC)NC(OCC1=CC=CC=C1)=O